S(CCC(C(=O)O)CC1=CC(=C(C(=C1)C(C)(C)C)O)C(C)(C)C)CCC(C(=O)O)CC1=CC(=C(C(=C1)C(C)(C)C)O)C(C)(C)C.C methan Thiodiethylen-bis[3-(3,5-di-tert-butyl-4-hydroxyphenyl)propionat]